[Bi+3].CC1(OB(OC1(C)C)C=1C=C(OCCN2CCOCC2)C=CC1)C 4-[2-[3-(4,4,5,5-tetramethyl-1,3,2-dioxaborolan-2-yl)phenoxy]ethyl]morpholine bismuth(III)